3-(3-methyl-6-phenyl-3H-imidazo[4,5-b]pyridin-2-yl)pyrrolidine-1-carbonitrile CN1C(=NC=2C1=NC=C(C2)C2=CC=CC=C2)C2CN(CC2)C#N